2-heptylundecanol C(CCCCCC)C(CO)CCCCCCCCC